5-(4-ethylpiperazin-1-yl)-4-methyl-2-(5-(8-methyl-[1,2,4]triazolo[1,5-a]pyridin-6-yl)-4-(2,2,2-trifluoroethyl)-1H-pyrazol-3-yl)thiazole C(C)N1CCN(CC1)C1=C(N=C(S1)C1=NNC(=C1CC(F)(F)F)C=1C=C(C=2N(C1)N=CN2)C)C